COC=1C=C(CN)C=CC1OCC1=NC=CC(=C1C)OCC(F)(F)F 3-methoxy-4-[3-methyl-4-(2,2,2-trifluoroethoxy)pyridin-2-yl]methoxybenzylamine